ClC1=C(C=C(C=C1)OC1=CC=C(C=C1)OC(F)(F)F)[N+](=O)[O-] 1-Chloro-2-nitro-4-(4-(trifluoro-methoxy)phenoxy)benzene